Sodium 5-bromo-1-chlorobenzo[h]isoquinoline BrC1=C2C=CN=C(C2=C2C(=C1)C=CC=C2)Cl.[Na]